BrC=1C=CC(=C(C1)C1CC12CCNCC2)N2N=NC(=C2)C2=NC(=NC(=C2)OC)N2CCC(CC2)(F)F (5-bromo-2-{4-[2-(4,4-difluoropiperidin-1-yl)-6-methoxypyrimidin-4-yl]-1H-1,2,3-triazol-1-yl}phenyl)-6-azaspiro[2.5]octane